(cis)-3-[2-amino-4-bromo-6-(trifluoromethyl)phenylamino]-1-methylcyclobutanol NC1=C(C(=CC(=C1)Br)C(F)(F)F)NC1CC(C1)(O)C